9-(1-(diethylamino)propan-2-yl)-1-(trifluoromethyl)-9H-pyrido[3,4-b]indol-7-ol C(C)N(CC(C)N1C2=C(C3=CC=C(C=C13)O)C=CN=C2C(F)(F)F)CC